bis(diethyldithiocarbamate) copper [Cu+2].C(C)N(C([S-])=S)CC.C(C)N(C([S-])=S)CC